4,4,5,5-Tetramethyl-2-(p-tolyl)-1,3,2-dioxaborolane CC1(OB(OC1(C)C)C1=CC=C(C=C1)C)C